1,6-Dihydroxy-2,5-dioxohexan OCC(CCC(CO)=O)=O